3-ethyl-7-((4-ethyl-3-oxopiperazin-1-yl)methyl)quinolin-2(1H)-one C(C)C=1C(NC2=CC(=CC=C2C1)CN1CC(N(CC1)CC)=O)=O